COC1=CC=C(C=C1)CO[C@H]2[C@@H]([C@H]([C@@H]([C@H](O2)CO[C@H]3[C@@H]([C@H]([C@@H]([C@H](O3)C(=O)O)O)O)O)O)OC(=O)C4=CC=CC=C4)O The molecule is an O-acyl carbohydrate consisting of 6-O-beta-D-glucopyranuronosyl-beta-D-glucopyranose attached to a 4-methoxybenzyl and a benzoyl group at positions 1 and 3 respectively. Isolated from Symplocos racemosa, it exhibits inhibitory activity against chymotrypsin. It has a role as a metabolite and an EC 3.4.21.1 (chymotrypsin) inhibitor. It is an O-acyl carbohydrate, a disaccharide derivative, a benzoate ester and a monomethoxybenzene.